(S)-1-(3-(2-hydroxyethylsulfonyl)phenoxy)-3-((R)-8-(3-(pyridin-2-yl)benzenesulfonyl)-1-oxa-8-azaspiro[4.5]decan-3-ylamino)propan-2-ol OCCS(=O)(=O)C=1C=C(OC[C@H](CN[C@H]2COC3(C2)CCN(CC3)S(=O)(=O)C3=CC(=CC=C3)C3=NC=CC=C3)O)C=CC1